(S)-N1-(1-(2-(2-Adamantylamino)-2-oxoethyl)-2-oxo-1,2-dihydropyridin-3-yl)-N6-methyl-2-(3-methylbenzofuran-2-carboxamido)-5-oxohexandiamid C12C(C3CC(CC(C1)C3)C2)NC(CN2C(C(=CC=C2)NC([C@H](CCC(C(=O)NC)=O)NC(=O)C=2OC3=C(C2C)C=CC=C3)=O)=O)=O